COC(=O)C1=C(C=C2C(=NNC2=C1)C1CCC(CC1)CO)[N+](=O)[O-] [4-(hydroxymethyl)cyclohexyl]-5-nitro-indazole-6-carboxylic acid methyl ester